1-({3,4-difluoro-2-[(2-fluoro-4-iodophenyl)amino]phenyl}carbonyl)-3-{[(2-hydroxycyclohexyl)amino]methyl}azetidin-3-ol FC=1C(=C(C=CC1F)C(=O)N1CC(C1)(O)CNC1C(CCCC1)O)NC1=C(C=C(C=C1)I)F